C(C)/C(/C(=O)O)=C\C(F)(F)F.FC(/C=C/C(=O)OCC)(F)F ethyl 4,4,4-trifluorocrotonate (ethyl 4,4,4-trifluorocrotonate)